N(=[N+]=[N-])CCOCCOCCOCCOCCC(=O)O 1-azido-3,6,9,12-tetraoxapentadecane-15-oic acid